ethyl 3-(2-(2'-chloro-5'-methoxy-6-methyl-[4,4'-bipyridine]-3-carboxamido)thiazolo[4,5-b]pyrazin-6-yl)cyclobutane-1-carboxylate ClC1=NC=C(C(=C1)C1=C(C=NC(=C1)C)C(=O)NC=1SC=2C(=NC=C(N2)C2CC(C2)C(=O)OCC)N1)OC